ClC1=C(C(=CC(=N1)NC(N(CC1=NNC(=C1)C(F)(F)F)C=1C=NC(=NC1)OC)=O)F)F 3-(6-chloro-4,5-difluoropyridin-2-yl)-1-(2-methoxypyrimidin-5-yl)-1-((5-(trifluoromethyl)-1H-pyrazol-3-yl)methyl)urea